C(C)(C)(C)C1N(CCC(C1)(O)C1=CC=C(C=C1)Br)C(=O)O.C(C)(=O)SC[C@H](NC(CC[C@H](N)C(=O)O)=O)C(=O)NCC(=O)O S-acetyl-glutathione tert-Butyl-4-(4-bromophenyl)-4-hydroxypiperidine-1-carboxylate